methyl (2s,5r)-5-cyclohexylpyrrolidine-2-carboxylate C1(CCCCC1)[C@H]1CC[C@H](N1)C(=O)OC